(hydroxypropyl)-phosphine OCCCP